Cl\C(=C/C1SCCCS1)\C1=CC(=C(C=C1)OC)OC (Z)-2-(2-chloro-2-(3,4-dimethoxyphenyl)vinyl)-1,3-dithiane